3-[2-(4-Fluorophenyl)-1H-indol-3-yl]propionic acid FC1=CC=C(C=C1)C=1NC2=CC=CC=C2C1CCC(=O)O